1-trimethoxysilyl-6-bis(diethylamino)phenylsilylhexane CO[Si](CCCCCC[Si](C1=CC=CC=C1)(N(CC)CC)N(CC)CC)(OC)OC